6-(4-Amino-4-(pyridin-3-yl)piperidin-1-yl)-3-(2,3-dichlorophenyl)-1H-pyrazolo[3,4-d]pyrimidine-4-carboxamide NC1(CCN(CC1)C1=NC(=C2C(=N1)NN=C2C2=C(C(=CC=C2)Cl)Cl)C(=O)N)C=2C=NC=CC2